(5R,8S)-2-(3-formylphenyl)-6,7,8,9-tetrahydro-5H-5,8-epoxycyclohepta[d]pyrimidine-4-carboxamide C(=O)C=1C=C(C=CC1)C=1N=C(C2=C(N1)C[C@@H]1CC[C@H]2O1)C(=O)N